4-[6-(4-methyl-1,2,4-triazol-3-yl)imidazo[1,5-a]pyridin-8-yl]oxyphenol CN1C(=NN=C1)C=1C=C(C=2N(C1)C=NC2)OC2=CC=C(C=C2)O